COC1=CC=C(C=C1)SC (4-methoxyphenyl)(methyl)sulfane